p-di(epoxyethyl)benzene C1(CO1)C1=CC=C(C=C1)C1CO1